C(C1=CC=CC=C1)OC=1C=CC2=C(C(=C(O2)C)C(=O)NCC2OCCC2)C1 5-(benzyloxy)-2-methyl-N-((tetrahydrofuran-2-yl)methyl)benzofuran-3-carboxamide